5-methyl-4-isopropoxyphenol CC=1C(=CC=C(C1)O)OC(C)C